ClC1=C(C=C(C=C1C)F)[C@H]1N(CC[C@H]1C(=O)O)C(CN1N=C(C=C1C(F)(F)F)C1CC1)=O (2S,3R)-2-(2-Chloro-5-fluoro-3-methyl-phenyl)-1-[2-[3-cyclopropyl-5-(trifluoromethyl)pyrazol-1-yl]acetyl]pyrrolidine-3-carboxylic acid